6-bromo-N,N-dimethyl-indene-1-amine BrC1=CC=C2C=CC(C2=C1)N(C)C